9-(4-chloro-2-fluoro-phenyl)-7-[(2R)-2-(2-methoxy-4-pyridyl)morpholin-4-yl]-2,3-dimethyl-pyrido[1,2-a]pyrimidin-4-one ClC1=CC(=C(C=C1)C1=CC(=CN2C1=NC(=C(C2=O)C)C)N2C[C@H](OCC2)C2=CC(=NC=C2)OC)F